tert-butyl N-[(1S)-1-[([[2-(4-amino-2-chlorophenyl)ethyl]sulfanyl]-methyl)-carbamoyl]ethyl]carbamate NC1=CC(=C(C=C1)CCSCNC(=O)[C@H](C)NC(OC(C)(C)C)=O)Cl